7-fluoro-6-[1-(2,2,3,3,3-pentafluoropropyl)pyrazolo[3,4-c]pyridin-5-yl]-2-(trifluoro-methyl)quinoxaline FC1=C(C=C2N=CC(=NC2=C1)C(F)(F)F)C=1C=C2C(=CN1)N(N=C2)CC(C(F)(F)F)(F)F